O=C1C=C2N(CCN3N=C4C=CC=CC4=C32)C=C1C(=O)O 2-oxo-6,7-dihydro-2H-pyrido[2',1':3,4]pyrazino[1,2-b]indazole-3-carboxylic acid